N,N-dimethylpyridine-4-aminium C[NH+](C1=CC=NC=C1)C